N1CCC(CC1)C=1C=CC=NC1 5-(piperidin-4-yl)pyridin